1'-(4-chloro-3-fluorophenyl)-3,3-dimethyl-1',2'-dihydrospiro[cyclobutane-1,3'-pyrrolo[3,2-b]pyridine] ClC1=C(C=C(C=C1)N1CC2(C3=NC=CC=C31)CC(C2)(C)C)F